dihydrobromide, trihydrobromide Br.Br.Br.Br.Br